(trans)-1,4-diphenyl-2-styryl-butane-1,4-dione C1(=CC=CC=C1)C(C(CC(=O)C1=CC=CC=C1)\C=C\C1=CC=CC=C1)=O